7-Fluoro-8-(5-fluoro-2-methoxy-pyridin-3-yl)-1,4,4,9-tetramethyl-5H-[1,2,4]triazolo[4,3-a]quinoxaline FC=1C=C2NC(C=3N(C2=C(C1C=1C(=NC=C(C1)F)OC)C)C(=NN3)C)(C)C